S(OC1=CC=C(C=C1)OCC1=C(C=C(C=C1F)C1=CC(=NC(=C1)C)CO)F)(=O)(=O)F 4-((2,6-difluoro-4-(2-(hydroxymethyl)-6-methylpyridin-4-yl)benzyl)oxy)phenyl sulfurofluoridate